5-chloro-3-isopropyl-N-(4-(pyridin-4-yl)benzyl)pyrazolo[1,5-a]pyrimidin-7-amine ClC1=NC=2N(C(=C1)NCC1=CC=C(C=C1)C1=CC=NC=C1)N=CC2C(C)C